[Se](=O)(=O)(OP)[O-] phosphino selenate